2-[4-[6-[1-benzyl-5-(6-methyl-2-pyridyl)triazol-4-yl]-3-quinolyl]pyrazol-1-yl]-N-methyl-ethanamine C(C1=CC=CC=C1)N1N=NC(=C1C1=NC(=CC=C1)C)C=1C=C2C=C(C=NC2=CC1)C=1C=NN(C1)CCNC